[13C]([13CH3])(=O)O acetic acid-1,2-13C